[Na+].OC1=C(C2=CC=CC=C2C=C1)N=NC1=CC=C(C=C1)S(=O)(=O)[O-] p-((2-Hydroxy-1-naphthyl)azo)benzenesulfonic acid sodium salt